(2-Amino-5-bromo-4-fluorobenzyl)carbamic acid tert-butyl ester C(C)(C)(C)OC(NCC1=C(C=C(C(=C1)Br)F)N)=O